2-(6-(3-(pyridin-3-yl)phenyl)pyridin-2-yl)-4,6-bis(3-pyridin-3-ylphenyl)phenol N1=CC(=CC=C1)C=1C=C(C=CC1)C1=CC=CC(=N1)C1=C(C(=CC(=C1)C1=CC(=CC=C1)C=1C=NC=CC1)C1=CC(=CC=C1)C=1C=NC=CC1)O